5-((2-(3-((4-((4-(3-(5-(tert-Butyl)-2-methoxy-3-(methylsulfonamido)phenyl)ureido)naphthalin-1-yl)oxy)pyridin-2-yl)amino)-5-methoxyphenoxy)ethoxy)methyl)tetrahydrofuran C(C)(C)(C)C=1C=C(C(=C(C1)NC(NC1=CC=C(C2=CC=CC=C12)OC1=CC(=NC=C1)NC=1C=C(OCCOCC2CCCO2)C=C(C1)OC)=O)OC)NS(=O)(=O)C